tert-butyl 1-methyl-6-(3-oxopropyl)-3,4-dihydroisoquinoline-2(1H)-carboxylate CC1N(CCC2=CC(=CC=C12)CCC=O)C(=O)OC(C)(C)C